N=C1C=CC(=NN1CCC(=O)O)C1=CC=C(C=C1)C 3-[6-imino-3-(4-methylphenyl)pyridazin-1-yl]propanoic acid